7-((6-chloro-2-methylpyridin-3-yl)sulfonyl)-7-azaspiro[3.5]nonan-2-one ClC1=CC=C(C(=N1)C)S(=O)(=O)N1CCC2(CC(C2)=O)CC1